N-[[4-[4,5-dihydro-5-(trifluoromethyl)-5-[3-(trifluoromethyl)phenyl]-3-isoxazolyl]furo[2,3-c]pyridin-7-yl]methyl]acetamide FC(C1(CC(=NO1)C1=C2C(=C(N=C1)CNC(C)=O)OC=C2)C2=CC(=CC=C2)C(F)(F)F)(F)F